C(C)(C)(C)OC(=O)O[C@@H]1[C@H]([C@H](N(C1)C(=O)OC(C)(C)C)CC1=CC=C(C=C1)OC)OC(CC1C(C1)(F)F)=O tert-butyl (2R,3S,4S)-4-[(tert-butoxycarbonyl)oxy]-3-{[2-(2,2-difluorocyclopropyl)acetyl]oxy}-2-[(4-methoxyphenyl)methyl]pyrrolidine-1-carboxylate